methyl 4-bromo-6-chloro-5-fluoropyridine-3-carboxylate BrC1=C(C=NC(=C1F)Cl)C(=O)OC